4-(1-methyl-1H-pyrazol-4-yl)-N-(4-morpholinophenyl)-7H-pyrrolo[2,3-d]pyrimidin-2-amine CN1N=CC(=C1)C=1C2=C(N=C(N1)NC1=CC=C(C=C1)N1CCOCC1)NC=C2